ClC=1C=C(C=CC1)C=1C=C2C(CCOC2=CC1)NC(O[C@@H]1CN2CCC1CC2)=O (S)-quinuclidin-3-yl (6-(3-chlorophenyl)chroman-4-yl)carbamate